C(C1=CC=CC=C1)OC1=CC=C(C=C1)C1=NC2=C(N1)C=CC(=C2)N2C(C1=CC=C(C=C1C2)N2CCCCC2)=O 2-(2-(4-(benzyloxy)phenyl)-1H-benzimidazol-5-yl)-5-(piperidin-1-yl)isoindolin-1-one